C(C)OC=1C=C(C=C(C1)N1N=CC=C1)O 3-ethoxy-5-(1H-pyrazol-1-yl)phenol